methyl 2-(5-bromo-6-(tert-butoxycarbonyl) pyridin-2-yl)-1,2,3,4-tetrahydroisoquinoline-8-carboxylate BrC=1C=CC(=NC1C(=O)OC(C)(C)C)N1CC2=C(C=CC=C2CC1)C(=O)OC